1-(2-cyclopentylethyl)benzothiazole-5-carboxylic acid C1(CCCC1)CCS1C=NC2=C1C=CC(=C2)C(=O)O